3-Chloro-4-[4-chloro-2-(5-fluoro-2-pyridyl)-1H-imidazol-5-yl]benzoic acid ClC=1C=C(C(=O)O)C=CC1C1=C(N=C(N1)C1=NC=C(C=C1)F)Cl